FC1(C(C1)C1=NC=NC(=C1)OC)F 4-(2,2-difluorocyclopropyl)-6-methoxypyrimidine